N1CCC(CC1)CCCC1CCN(CC1)C=O (4-(3-(piperidin-4-yl)propyl)piperidin-1-yl)methanone